BrC1=NN(C(=C1)C(=O)NC1(CC1)C(NC1=CC(=CC=C1)Cl)=O)C1=NC=CC=C1Cl 3-bromo-N-(1-((3-chlorophenyl)carbamoyl)cyclopropyl)-1-(3-chloropyridin-2-yl)-1H-pyrazole-5-carboxamide